trans-1-(6-((3-(methylsulfonyl)phenyl)amino)pyrimidin-4-yl)-4-(3,4-dihydroisoquinolin-2(1H)-yl)piperidine CS(=O)(=O)C=1C=C(C=CC1)NC1=CC(=NC=N1)N1CCC(CC1)N1CC2=CC=CC=C2CC1